3-Fluoro-5-((trimethylsilyl)ethynyl)-1H-indazole FC1=NNC2=CC=C(C=C12)C#C[Si](C)(C)C